O=C1C=2N(C3=CC=C(C=C3N1)C(=O)OC)C=CC2 methyl 4-oxo-4,5-dihydropyrrolo[1,2-a]quinoxaline-7-carboxylate